C(CC)C(=C=CCO)CCC 4-propylhept-2,3-dien-1-ol